BrC=1C2=CN(N=C2C=CC1)CCN1CCN(CC1)CCN1C(C2=CC=CC=C2C1=O)=O 2-[2-[4-[2-(4-bromoindazol-2-yl)ethyl]piperazin-1-yl]ethyl]isoindoline-1,3-dione